tert-butyl N-(6-bromo-5-fluoro-2-methoxy-3-pyridinyl)-N-tert-butoxycarbonyl-carbamate BrC1=C(C=C(C(=N1)OC)N(C(OC(C)(C)C)=O)C(=O)OC(C)(C)C)F